4-(1-(3-((tert-butyldiphenylsilyl)oxy)-2,2-difluoropropyl)-3-(4-fluorophenyl)-1H-pyrazol-4-yl)-6-(1-methyl-1H-imidazol-4-yl)furo[2,3-d]pyrimidine [Si](C1=CC=CC=C1)(C1=CC=CC=C1)(C(C)(C)C)OCC(CN1N=C(C(=C1)C=1C2=C(N=CN1)OC(=C2)C=2N=CN(C2)C)C2=CC=C(C=C2)F)(F)F